(R)-5-([1,2,4]triazolo[1,5-a]pyridin-6-yl)-N-(1-cyclopropylethyl)-7H-pyrrolo[2,3-d]pyrimidin-2-amine N=1C=NN2C1C=CC(=C2)C2=CNC=1N=C(N=CC12)N[C@H](C)C1CC1